C(C1=CC=CC=C1)OC1=CC2=C(C=C1)C1=C(CCN(CC1)C)O2 8-(benzyloxy)-3-methyl-2,3,4,5-tetrahydro-1H-benzofuro[2,3-d]azepine